OC1=C(C(=O)[O-])C=C(C(=C1)C(=O)[O-])O.[Th+4].OC1=C(C(=O)[O-])C=C(C(=C1)C(=O)[O-])O thorium 2,5-dihydroxyterephthalate